C(C)(C)(C)OC(=O)C1=C(NC(C2=CC=CC=C12)=O)C 3-methyl-1-oxo-1,2-dihydroisoquinoline-4-carboxylic acid tert-butyl ester